FC(C1=NN(C=C1C(=O)N([C@H](CC1=C(C=C(C=C1Cl)Cl)Cl)C)OC)C)F 3-(difluoromethyl)-N-methoxy-1-methyl-N-[(1S)-1-methyl-2-(2,4,6-trichloro-phenyl)ethyl]-1H-pyrazole-4-carboxamide